N-[4-(p-toluenesulfonyloxy)phenyl]-N'-[4-(butanesulfonyloxy)phenyl]urea CC1=CC=C(C=C1)S(=O)(=O)OC1=CC=C(C=C1)NC(=O)NC1=CC=C(C=C1)OS(=O)(=O)CCCC